C(C1=CC=CC=C1)OC=1C=C(C=CC1C)CCN 3-benzyloxy-4-methylphenylethylamine